N,5-bis(4-chlorophenyl)oxazole-2-carboxamide ClC1=CC=C(C=C1)NC(=O)C=1OC(=CN1)C1=CC=C(C=C1)Cl